Cl.ClC=1SC2=C(N1)CCC2NC 2-chloro-N-methyl-5,6-dihydro-4H-cyclopenta[d]thiazol-6-amine hydrogen chloride